ClC1=CC(=CC=2CN(CCOC21)CC=2C=NN(C2)C(=O)OC(C)(C)C)N2C=CC1=CC(=CC=C21)F tert-butyl 4-{[9-chloro-7-(5-fluoroindol-1-yl)-3,5-dihydro-2H-1,4-benzoxazepin-4-yl]methyl}pyrazole-1-carboxylate